Cl.N[C@@H](C(=O)OC)CO (R)-Methyl 2-amino-3-hydroxypropionate hydrochloride